(R)-2-(3-(4-amino-3-(2-fluoro-6-phenoxypyridin-3-yl)-1H-pyrazolo[3,4-d]pyrimidin-1-yl)piperidine-1-carbonyl)-3-(3-methyloxetan-3-yl)acrylonitrile NC1=C2C(=NC=N1)N(N=C2C=2C(=NC(=CC2)OC2=CC=CC=C2)F)[C@H]2CN(CCC2)C(=O)C(C#N)=CC2(COC2)C